(3,5-dimethyl-4-pyridyl)boronic acid CC=1C=NC=C(C1B(O)O)C